C[C@H]1CN(CCC1)C1=NOC(=N1)[C@@H](C)NC(OC(C)(C)C)=O tert-butyl ((R)-1-(3-((R)-3-methylpiperidin-1-yl)-1,2,4-oxadiazol-5-yl)ethyl)carbamate